CC1(C(C2=CC=C(C=C2C=C1)C)C(=O)O)C(=O)O.C(C)(C)(C)OC(=O)OC1=CC=C(C=C)C=C1 4-(tert-butoxycarbonyloxy)styrene 2,6-dimethylnaphthalenedicarboxylate